C(C)OC1=NC=CC=C1C1=NC=2C(NC[C@]3(C2C=C1)[C@@H](CN(CC3)C3=C(C=CC=C3)C(F)(F)F)CC)=O (3S,4S)-2'-(2-ethoxypyridin-3-yl)-3-ethyl-1-(2-(trifluoromethyl)phenyl)-6',7'-dihydro-8'H-spiro[piperidine-4,5'-[1,7]naphthyridin]-8'-one